4-(5-Bromo-2-fluoro-3-methylphenyl)-4-hydroxybut-2-ynoic acid ethyl ester C(C)OC(C#CC(O)C1=C(C(=CC(=C1)Br)C)F)=O